2-Chloro-N-{2-[4-(difluoromethyl)-1,3-thiazol-5-yl]-2-{4-[(6-methoxypyrimidin-4-yl)oxy]piperidin-1-yl}ethyl}-6-fluorobenzamid ClC1=C(C(=O)NCC(N2CCC(CC2)OC2=NC=NC(=C2)OC)C2=C(N=CS2)C(F)F)C(=CC=C1)F